COC(=O)C1=CC=C(C[N+]2=NOC(=C2)[N-]C(NC2=CC(=CC(=C2)C(F)(F)F)NC(CC2=CC=CC=C2)=O)=O)C=C1 (3-(4-(Methoxycarbonyl)benzyl)-1,2,3-oxadiazol-3-ium-5-yl)((3-(2-phenyl-acetamido)-5-(trifluoromethyl)phenyl)carbamoyl)amide